1-(2-(3-ethyl-3-hydroxycyclohexyl)ethyl)-3,7-dimethyl-1H-purine-2,6(3h,7h)-dione C(C)C1(CC(CCC1)CCN1C(N(C=2N=CN(C2C1=O)C)C)=O)O